1-[(2,4-dichloro-1H-imidazol-1-yl)methyl]-4-(3,4,5-trifluorophenyl)pyrrolidin-2-one ClC=1N(C=C(N1)Cl)CN1C(CC(C1)C1=CC(=C(C(=C1)F)F)F)=O